FC1=CC=C(C=C1)C1=CC(=CC(=N1)C(CNC(=O)C1=CC(=NN1C)C=1N=CSC1)(C)O)C(C)(C)O N-(2-(6-(4-fluorophenyl)-4-(2-hydroxypropan-2-yl)pyridin-2-yl)-2-hydroxypropyl)-1-methyl-3-(thiazol-4-yl)-1H-pyrazole-5-carboxamide